CS(=O)(=O)C1=CC=C(C=C1)C=1N(C(C(=CN1)NCCCC1=CC=CC=C1)=O)CC(=O)OCCCC butyl 2-(2-(4-(methylsulfonyl)phenyl)-6-oxo-5-((3-phenylpropyl) amino)pyrimidin-1(6H)-yl)acetate